C(C)(C)(C)OC(N(C)[C@@H]1CC(N(C[C@@H]1C)C1=CC=C2C(=NN(C2=C1)C)C1C(NC(CC1)=O)=O)=O)=O ((4R,5S)-1-(3-(2,6-dioxopiperidin-3-yl)-1-methyl-1H-indazol-6-yl)-5-methyl-2-oxopiperidin-4-yl)(methyl)carbamic acid tert-butyl ester